aniline hydroiodide I.NC1=CC=CC=C1